Methyl (S)-3-((2-chloro-6,7-dihydrothieno[3,2-d]pyrimidin-4-yl)amino)pyrrolidine-1-carboxylate ClC=1N=C(C2=C(N1)CCS2)N[C@@H]2CN(CC2)C(=O)OC